BrC1=CC(=C(C=C1)CNC)C 1-(4-bromo-2-methylphenyl)-N-methyl-methylamine